C(#N)C=1C(=C2C(=NC1N1CC3(CN(C3)C(=O)OC(C)(C)C)CC1)CC(C2)C(C)C)C2=C1C=NN(C1=CC=C2C)C2OCCCC2 tert-butyl 6-(3-cyano-6-isopropyl-4-(5-methyl-1-(tetrahydro-2H-pyran-2-yl)-1H-indazol-4-yl)-6,7-dihydro-5H-cyclopenta[b]pyridin-2-yl)-2,6-diazaspiro[3.4]octane-2-carboxylate